N-{(1S,3R)-3-[methyl(7H-pyrrolo[2,3-d]pyrimidin-4-yl)amino]cyclopentyl}propane-1-sulfonamide CN([C@H]1C[C@H](CC1)NS(=O)(=O)CCC)C=1C2=C(N=CN1)NC=C2